CC1=C(NC2=NSC=3C2=NC=C(N3)C=NC(C(=O)O)C)C=CC=C1C1=CC=CC=C1 2-((3-(2-methyl-3-phenylanilino)isothiazolo[4,5-b]pyrazin-6-ylmethylene)amino)-propionic acid